C[C@@H]1CCC(N1)=O (5R)-5-methylpyrrolidin-2-one